SC1=NN=CN1C 3-Mercapto-4-methyl-4H-1,2,4-triazole